[C@H]12CNC[C@H](CCC1)C2O (1R,5S)-3-azabicyclo[3.3.1]nonane-9-ol